C1=NCCN2C1=CC=1C=CC=CC21 3,4-dihydropyrazino[1,2-a]indol